FC1(CN(C1)C1=CC(=NC=N1)C1=CC=C2CC[C@H](C2=C1)[C@@H](C(=O)NC1=CC=C(C=C1)C=1C(=NNC1C)C)NC(=O)C1(CC1)F)F N-[(1S)-1-[(1R)-6-[6-(3,3-difluoroazetidin-1-yl)pyrimidin-4-yl]indan-1-yl]-2-[4-(3,5-dimethyl-1H-pyrazol-4-yl)anilino]-2-oxo-ethyl]-1-fluoro-cyclopropanecarboxamide